C(C)(C)(C)OC(NCC(CCC(=O)C=1N(N=CC1)C)C)=O.BrC=1C=C(C(=O)N)C=C(N1)SC 2-bromo-6-(methylthio)isonicotinamide tert-butyl-N-[2-methyl-5-(2-methylpyrazol-3-yl)-5-oxo-pentyl]carbamate